N-(1-(4-cyano-3-(trifluoromethyl)phenyl)piperidin-4-yl)-4-ethoxy-3-(5-methyl-4-oxo-7-propyl-3,4-dihydroimidazo[5,1-f][1,2,4]Triazin-2-yl)benzenesulfonamide C(#N)C1=C(C=C(C=C1)N1CCC(CC1)NS(=O)(=O)C1=CC(=C(C=C1)OCC)C1=NN2C(C(N1)=O)=C(N=C2CCC)C)C(F)(F)F